O=[V+3] oxido-vanadium(V)